C(C)OC1=C(C=CC(=N1)[C@@H](CS(=O)(=O)C)N1C(C2=C(C=CC(=C2C1=O)NC(CC(C)C)=O)F)=O)OC (S)-N-(2-(1-(6-ethoxy-5-methoxypyridin-2-yl)-2-(methylsulfonyl)ethyl)-7-fluoro-1,3-dioxoisoindolin-4-yl)-3-methylbutanamide